[Mn].CC1=CC=CC1 (methylcyclopentadiene) manganese